NC1=C(N=NC(=C1)Cl)C#CC1CCN(CC1)C(=O)OC(C)(C)C tert-butyl 4-[(4-amino-6-chloropyridazin-3-yl)ethynyl]piperidine-1-carboxylate